ClC=1C(=NC=C(C(=O)NC2=CC(=CC=C2)NS(=O)(=O)C)C1)OC1COCC1 5-chloro-N-(3-(methylsulfonamido)phenyl)-6-((tetrahydrofuran-3-yl)oxy)nicotinamide